C(C)(C)(C)C1=CC=C(C(=N1)F)C(=O)NS(=O)(=O)C1=CC=CC(=N1)NC(C[C@H]1CC(N(C1)C(=O)OC(C)(C)C)(C)C)C1=CC=CC=C1 tert-Butyl (4S)-4-[2-[[6-[(6-tert-butyl-2-fluoro-pyridine-3-carbonyl)sulfamoyl]-2-pyridyl]amino]-2-phenyl-ethyl]-2,2-dimethyl-pyrrolidine-1-carboxylate